4-(6-(5-Phenylhexahydropyrrolo[3,4-b]pyrrol-1(2H)-yl)pyrimidin-4-yl)morpholine C1(=CC=CC=C1)N1CC2N(CCC2C1)C1=CC(=NC=N1)N1CCOCC1